1,3-bis(isoindolin-2-ylmethyl)benzene tert-butyl-(S)-(1-(3-methyl-5-(4-(1-(oxetan-3-yl)piperidin-4-yl)phenyl)thiophene-2-carbonyl)pyrrolidin-3-yl)carbamate C(C)(C)(C)N(C(O)=O)[C@@H]1CN(CC1)C(=O)C=1SC(=CC1C)C1=CC=C(C=C1)C1CCN(CC1)C1COC1.C1N(CC2=CC=CC=C12)CC1=CC(=CC=C1)CN1CC2=CC=CC=C2C1